8-(4-(4-((2-(2,6-dioxopiperidin-3-yl)-1-oxoisoindoline-5-yl)methyl)piperazin-1-yl)piperidin-1-yl)-9-ethyl-6,6-dimethyl-11-oxo-6,11-dihydro-5H-benzo[b]carbazole-3-carbonitrile O=C1NC(CCC1N1C(C2=CC=C(C=C2C1)CN1CCN(CC1)C1CCN(CC1)C=1C(=CC2=C(C(C=3NC4=CC(=CC=C4C3C2=O)C#N)(C)C)C1)CC)=O)=O